CC=1C(=C(C=C(C1)C(F)(F)F)O)C=1N=NC(=CC1)NCC(C(F)(F)F)(C(F)(F)F)O 3-Methyl-2-(6-((3,3,3-trifluoro-2-hydroxy-2-(trifluoromethyl)propyl)amino)pyridazin-3-yl)-5-(trifluoromethyl)phenol